C(C1=CC=CC=C1)N(C1C(C(N(CC1)C1=CC=C2C(=NN(C2=C1)C)C=1C(=NC(=CC1)OCC1=CC=CC=C1)OCC1=CC=CC=C1)=O)C)C 4-(benzyl(methyl)amino)-1-(3-(2,6-bis(benzyloxy)pyridine-3-yl)-1-methyl-1H-indazol-6-yl)-3-methylpiperidin-2-one